C(C)C1=NN(C2=C1C(NCC1(CCOCC1)C2)=O)C[C@H](COC(C2=C(C=CC(=C2)F)Cl)=O)C 2-Chloro-5-fluoro-benzoic acid [(2R)-3-(3-ethyl-4-oxo-spiro[6,8-dihydro-5H-pyrazolo[4,3-c]azepin-7,4'-tetrahydropyran]-1-yl)-2-methyl-propyl] ester